C1(=CC=CC=C1)/C=C/C=C/C(C)=O (3E,5E)-6-phenylhexa-3,5-dien-2-one